4-(5-methoxypyrazin-2-yl)benzoic acid COC=1N=CC(=NC1)C1=CC=C(C(=O)O)C=C1